7-(4-(3,6-diphenyl-9H-carbazol-9-yl)phenyl)dibenzo[c,h]acridine C1(=CC=CC=C1)C=1C=CC=2N(C3=CC=C(C=C3C2C1)C1=CC=CC=C1)C1=CC=C(C=C1)C1=C2C=CC3=C(C2=NC=2C4=C(C=CC12)C=CC=C4)C=CC=C3